C(C)OC(=O)C=1N=C2N(C(=CN=C2Cl)C2=C(C=C(C(=C2)OC)OC)Cl)C1 5-(2-chloro-4,5-dimethoxy-phenyl)-8-chloro-imidazo[1,2-a]pyrazin-2-carboxylic acid ethyl ester